ClC1=C(OC=2C=CC(=C(C2)S(=O)(=O)NC2CC(C2)O)O)C(=C(C(=C1[2H])N1N=C(C(NC1=O)=O)C(F)F)[2H])Cl 5-(2,6-dichloro-4-(6-(difluoromethyl)-3,5-dioxo-4,5-dihydro-1,2,4-triazin-2(3H)-yl)phenoxy-3,5-d2)-2-hydroxy-N-((1s,3s)-3-hydroxycyclobutyl)benzenesulfonamide